(E)-tert-butyl 2-(2-(1-benzyl-pyrrolidin-2-yl) vinyl)-6,7-dihydropyrazolo[1,5-a]pyrazine-5(4H)-carboxylate C(C1=CC=CC=C1)N1C(CCC1)/C=C/C1=NN2C(CN(CC2)C(=O)OC(C)(C)C)=C1